1,4-Benzodioxane-5-carbaldehyde O1CCOC2=C1C=CC=C2C=O